NCC(O)C=1C=CC(=NC1)C1=C(C=C(C#N)C=C1)OC=1N(N=C(C1)C1CCC1)C 4-[5-(2-amino-1-hydroxyethyl)pyridin-2-yl]-3-(5-cyclobutyl-2-methylpyrazol-3-yl)oxybenzonitrile